tetraethylene glycol Monobutyl Ether C(CCC)OCCOCCOCCOCCO